N1N=CC(=C1)C=1C=CC(=C(C1)O)C=1N=NC(=CC1)N(CC(F)(F)F)C1CC(NC(C1)(C)C)(C)C 5-(1H-pyrazol-4-yl)-2-(6-((2,2,6,6-tetra-methylpiperidin-4-yl)-(2,2,2-trifluoroethyl)-amino)pyridazin-3-yl)phenol